pyrazolo[1,2-a]cinnoline C1C=CN2N1C1=CC=CC=C1C=C2